rac-(4R,5R)-1,4-dicyclopropyl-7-ethyl-6-oxo-5-(3-(trifluoromethyl)benzamido)-4,5,6,7-tetrahydro-1H-pyrazolo[3,4-b]pyridine-3-carboxylic acid C1(CC1)N1N=C(C2=C1N(C([C@@H]([C@@H]2C2CC2)NC(C2=CC(=CC=C2)C(F)(F)F)=O)=O)CC)C(=O)O |r|